Cl.FC(C(N)C1=C(C=CC=C1)C(F)(F)F)(F)F 2,2,2-trifluoro-1-(2-(trifluoromethyl)phenyl)ethan-1-amine hydrochloride